4-(6-(2,6-dihydroxy-3-nitrobenzoyl)pyrazolo[1,5-a]pyrimidin-2-yl)-N-(3-(trifluoromethyl)benzyl)benzamide OC1=C(C(=O)C=2C=NC=3N(C2)N=C(C3)C3=CC=C(C(=O)NCC2=CC(=CC=C2)C(F)(F)F)C=C3)C(=CC=C1[N+](=O)[O-])O